C(C)(C)(C)OC(=O)N[C@H]1C[C@H](N(CC1)C(=O)OCC1=CC=CC=C1)C1=C(C=CC=C1)F |r| rac-benzyl (2S,4R)-4-((tert-butoxycarbonyl)amino)-2-(2-fluorophenyl)piperidine-1-carboxylate